(8S)-7-[4-oxo-4-(4-phenylphenyl)butanoyl]-1,4-dioxa-7-azaspiro[4.4]nonane-8-carboxylic acid O=C(CCC(=O)N1CC2(OCCO2)C[C@H]1C(=O)O)C1=CC=C(C=C1)C1=CC=CC=C1